tert-butyl 2-((6-chloro-3-(1-methyl-1H-pyrazol-3-yl)pyridazin-4-yloxy)methyl)morpholine-4-carboxylate ClC1=CC(=C(N=N1)C1=NN(C=C1)C)OCC1CN(CCO1)C(=O)OC(C)(C)C